ClC=1C=C(C=CC1F)NC(N(CC1=NC=CC=C1)[C@H](C)C1=CNC(C2=CC=CC=C12)=O)=O |r| Racemic-3-(3-chloro-4-fluorophenyl)-1-(1-(1-oxo-1,2-dihydroisoquinolin-4-yl)ethyl)-1-(pyridin-2-ylmethyl)urea